C1(CC1)[Zn].[Br] bromine (cyclopropyl)zinc